C(C)(C)C1=C(C=CC=C1)C1=NC=C2NC(N(C2=N1)CC1=CC=C(C(=O)NCCOC)C=C1)=O 4-((2-(2-isopropylphenyl)-8-oxo-7,8-dihydro-9H-purin-9-yl)methyl)-N-(2-methoxyethyl)benzamide